5-O-benzyl 2-O-tert-butyl 3-[4-(trifluoromethyl)phenyl]-6,7-dihydro-4H-pyrazolo[1,5-a]pyrazine-2,5-dicarboxylate FC(C1=CC=C(C=C1)C=1C(=NN2C1CN(CC2)C(=O)OCC2=CC=CC=C2)C(=O)OC(C)(C)C)(F)F